N1CC(CCC1)C(CC)N 3-piperidylpropanamine